[Mg].[B].FC1=C(C(=C2C(=C(C(=C(C2=C1)F)F)F)F)F)F (heptafluoronaphthalene) boron magnesium salt